2-(3-([1,1'-biphenyl]-3-yl)-5-cyclopropyl-4-(4-sulfamoylphenoxy)-1H-pyrazol-1-yl)thiazole-4-carboxylic acid C1(=CC(=CC=C1)C1=NN(C(=C1OC1=CC=C(C=C1)S(N)(=O)=O)C1CC1)C=1SC=C(N1)C(=O)O)C1=CC=CC=C1